NC1=C(C=C(C=C1)C(C)=O)Br 1-(4-amino-3-bromophenyl)ethan-1-one